ClC=1C=C2C(C(NC2=C(C1)OC(C)(C)C)=O)=O 5-chloro-7-tert-butoxyindoline-2,3-dione